CC1=C(C(=C(C(=C1S(=O)(=O)N)C)C)OC)C tetramethyl-4-methoxybenzenesulfonamide